(1-methyl-1H-pyrazol-3-yl)methane-d tantalum-aluminum [Al].[Ta].CN1N=C(C=C1)C[2H]